3-(cyclobutylmethyl)-4a,7-dihydroxy-2,3,4,4a,5,6,7,7a-octahydro-1H-4,12-methanobenzofuro[3,2-e]isoquinolin-9-yl (E)-3,7-dimethylocta-2,6-dienoate C\C(=C/C(=O)OC1=CC=C2C3=C1OC1C34CCN(C(C4(CCC1O)O)C2)CC2CCC2)\CCC=C(C)C